FC=1C=C(CN(C(OC(C)(C)C)=O)C)C=C(C1C=1N=CC2=C(N1)C(=NN2COCC[Si](C)(C)C)C=2C=NC(=CC2)F)C(F)(F)F tert-Butyl 3-fluoro-4-(3-(6-fluoropyridin-3-yl)-1-((2-(trimethylsilyl)ethoxy)methyl)-1H-pyrazolo[4,3-d]pyrimidin-5-yl)-5-(trifluoromethyl)benzyl(methyl)carbamate